(R)-8-Ethyl-1-methyl-5,6,7,8-tetrahydro-1H-[1,4]oxazepino[6,7-f]indazole C(C)[C@H]1OC2=C(C=C3C=NN(C3=C2)C)CNC1